isobutyric acid 3-(2-(ethyl (isopropyl) amino) ethyl)-1H-indol-7-yl ester C(C)N(CCC1=CNC2=C(C=CC=C12)OC(C(C)C)=O)C(C)C